C(#N)C1=C(C=C(OCC2(CN(C2)S(=O)(=O)C2=C(C=C(C=C2)Cl)Cl)NC(C)=O)C=C1)F N-(3-((4-cyano-3-fluorophenoxy)methyl)-1-((2,4-dichlorophenyl)sulfonyl)azetidin-3-yl)acetamide